N-((S)-2,3-dihydro-1H-inden-1-yl)-2-(2,6-dioxopiperidin-3-yl)-1-oxoisoindoline-5-carboxamide [C@@H]1(CCC2=CC=CC=C12)NC(=O)C=1C=C2CN(C(C2=CC1)=O)C1C(NC(CC1)=O)=O